2-(3,5-difluorophenoxy)-8,8-difluoro-5-trifluoromethylbicyclo[4.2.0]octa-1,3,5-triene-7-one FC=1C=C(OC2=C3C(C(C3=C(C=C2)C(F)(F)F)=O)(F)F)C=C(C1)F